3-(3-amino-2-fluorobenzyl)-2-oxo-3,4-dihydro-2H-benzo[e][1,3]oxazin-7-yl 3,3-difluoroazetidine-1-carboxylate FC1(CN(C1)C(=O)OC1=CC2=C(CN(C(O2)=O)CC2=C(C(=CC=C2)N)F)C=C1)F